N2,N2-dimethyl-N5-[3-methyl-2-(3-phenylpyrrolidin-1-yl)phenyl]thiophene-2,5-disulfonamide CN(S(=O)(=O)C=1SC(=CC1)S(=O)(=O)NC1=C(C(=CC=C1)C)N1CC(CC1)C1=CC=CC=C1)C